4-((3-(1,1-difluoropropyl)phenyl)carbamoyl)-2-(3-(4,6-dimethylpyrimidin-5-yl)phenyl)-5-methyl-1H-imidazole 3-oxide FC(CC)(F)C=1C=C(C=CC1)NC(=O)C=1[N+](=C(NC1C)C1=CC(=CC=C1)C=1C(=NC=NC1C)C)[O-]